N-(2-(4-(4-cyclopropylpiperazine-1-yl)piperidine-1-yl)-5-((6-((R)-3-(3,5-difluorophenyl)-isoxazolidine-2-yl)pyrimidine-4-yl)amino)-4-methoxyphenyl)-(E)-4-(dimethylamino)but-2-enamide C1(CC1)N1CCN(CC1)C1CCN(CC1)C1=C(C=C(C(=C1)OC)NC1=NC=NC(=C1)N1OCC[C@@H]1C1=CC(=CC(=C1)F)F)NC(\C=C\CN(C)C)=O